2-chloro-1,3-difluoropropene ClC(=CF)CF